BrC=1C=CC(=C(C(=O)NC2=CC(=C(C=C2)[N+](=O)[O-])Cl)C1)O 5-bromo-N-(3-chloro-4-nitrophenyl)-2-hydroxybenzamide